NCCC(O)C1=NC=CC=C1OC 3-amino-1-(3-methoxypyridin-2-yl)propan-1-ol